5-((2'-amino-4'-methyl-[4,5'-bithiazol]-2-yl)amino)-2-chloro-1-methylpyridin-4(1H)-one NC=1SC(=C(N1)C)C=1N=C(SC1)NC=1C(C=C(N(C1)C)Cl)=O